N-(2-((4-(6-Fluoropyridin-3-yl)benzyl)amino)ethyl)isoquinoline-5-sulfonamide FC1=CC=C(C=N1)C1=CC=C(CNCCNS(=O)(=O)C=2C=3C=CN=CC3C=CC2)C=C1